OCC1C(C1)C=1C=C(N=NC1C)C=1C=NC=NC1 5-(5-(2-(hydroxymethyl)cyclopropyl)-6-methylpyridazin-3-yl)pyrimidine